ClC=1C=C(C(=NC1)OC=1C=CC=2N(C1C)N=C(N2)C(=O)NC2(CCS(CC2)(=O)=O)CC(F)(F)F)OCC(C)(F)F 6-[[5-chloro-3-(2,2-difluoropropoxy)-2-pyridyl]oxy]-N-[1,1-dioxo-4-(2,2,2-trifluoroethyl)thian-4-yl]-5-methyl-[1,2,4]triazolo[1,5-a]pyridine-2-carboxamide